N[C@@H](C(C)(C)S)C(=O)O |r| D,L-penicillamine